C1=CC=CC=2SC3=CC=CC=C3N(C12)C1=CC=C(C#[N+][O-])C=C1 4-(10H-phenothiazin-10-yl)benzonitrile oxide